2-(4'-methoxyphenyl)amino-3-aminopyridine COC1=CC=C(C=C1)NC1=NC=CC=C1N